FC1=CC=C(C=C1)C#CC1=CC=C(C(=O)NCC2(OCCC2)C)C=C1 4-((4-fluorophenyl)ethynyl)-N-((2-methyltetrahydrofuran-2-yl)methyl)benzamide